4-methyl-5-benzylamino-3-heptyl benzoate C(C1=CC=CC=C1)(=O)OC(CC)C(C(CC)NCC1=CC=CC=C1)C